CC=1C=C2C(=NNC2=CC1C=1C=C(C=2N(C1)N=CN2)C)C2CCN(CC2)CCC#N 3-(4-(5-methyl-6-(8-methyl-[1,2,4]triazolo[1,5-a]pyridin-6-yl)-1H-indazol-3-yl)piperidin-1-yl)propanenitrile